N-(8-(ethylamino)-5-((trimethylsilyl)ethynyl)-2,7-naphthyridin-3-yl)cyclopropanecarboxamide C(C)NC=1N=CC(=C2C=C(N=CC12)NC(=O)C1CC1)C#C[Si](C)(C)C